ClC1=CC=C(C=C1)C(C(=O)NCC=1C=C2CN(C(C2=CC1)=O)C1C(NC(CC1)=O)=O)(F)F (4-chlorophenyl)-N-((2-(2,6-dioxopiperidin-3-yl)-1-oxoisoindolin-5-yl)methyl)-2,2-difluoroacetamide